C(C=C)(=O)NC1=CC(=C(C(=O)NC=2C3=C(N(N2)C)C(N(C3)C(=O)N[C@H](CN(C)C)C3=CC=CC=C3)(C)C)C=C1)OC (S)-3-(4-acrylamido-2-methoxybenzamido)-N-(2-(dimethylamino)-1-phenylethyl)-1,6,6-trimethyl-4,6-dihydropyrrolo[3,4-c]pyrazole-5(1H)-carboxamide